C(#N)C1=NC2=CC(=CC(=C2N=C1N1C(C2=CC=CC=C2C1)CO)[C@@H](C)NC1=C(C(=O)O)C=CC=C1)C 2-(((1R)-1-(2-cyano-3-(1-(hydroxymethyl)isoindolin-2-yl)-7-methylquinoxalin-5-yl)ethyl)amino)benzoic acid